N-(4-(2,5-difluorophenyl)-2-((S)-3-fluoropyrrolidin-1-yl)pyridin-3-yl)piperidine-3-carboxamide trifluoroacetate FC(C(=O)O)(F)F.FC1=C(C=C(C=C1)F)C1=C(C(=NC=C1)N1C[C@H](CC1)F)NC(=O)C1CNCCC1